NC=1C2=C(NC(C1C=1NC=3C(=CC4=C(CCN(CC4)C(=O)OC(C)(C)C)C3)N1)=O)SC=C2 tert-butyl 2-(4-amino-6-oxo-6,7-dihydrothieno[2,3-b]pyridin-5-yl)-5,6,8,9-tetrahydroimidazo[4',5':4,5]benzo[1,2-d]azepin-7(1H)-carboxylate